C(=O)(O)C1CC(CCC1)C(=O)O 1,3-dicarboxycyclohexane